methyl 2-(6-(2-(tert-butoxycarbonyl)phenyl)-1-(3-(1-(tert-butoxycarbonyl)piperidin-4-yl)propyl)-1H-indol-2-yl)-7-methoxy-1-methyl-1H-benzo[d]imidazole-5-carboxylate C(C)(C)(C)OC(=O)C1=C(C=CC=C1)C1=CC=C2C=C(N(C2=C1)CCCC1CCN(CC1)C(=O)OC(C)(C)C)C1=NC2=C(N1C)C(=CC(=C2)C(=O)OC)OC